OCCN1CCN(CC1)CCS(=O)(=O)O 2-[4-(2-Hydroxyethyl)-1-piperazinyl]EthanSulfonic Acid